4-(2-dimethylaminopropyl)thiophenol CN(C(CC1=CC=C(C=C1)S)C)C